FC1=C(C=CC(=C1)F)N1N=C(C(C1(C(=O)N)C)C=1OC(=CC1)C)C1=C(C=C(C=C1)F)F 1,3-bis(2,4-difluorophenyl)-5-methyl-4-(5-methylfuran-2-yl)-4,5-dihydro-1H-pyrazole-5-carboxamide